(S)-3-(4-cyclopropyl-2,5-dioxaimidazolin-4-yl)propionic acid C1(CC1)[C@]1(NONO1)CCC(=O)O